CC(C)CCC[C@@H](C)[C@H]1CC[C@H]2[C@@H]3C=CC4=CC([C@H]5[C@@H]([C@]4(C)[C@H]3CC[C@]12C)O5)=O 1α,2α-epoxy-4,6-cholestadien-3-one